2,7-Dimethyl-3,6-octandiol CC(C)C(CCC(C(C)C)O)O